7-Chloro-4-methyl-4H-chromeno[3,4-d]thiazole ClC=1C=CC2=C(C1)OC(C=1N=CSC12)C